4-[[3-(2,3-difluoro-4-methoxy-phenyl)imidazo[1,2-a]pyrazin-8-yl]amino]-N-[5-[5-(1,3-dioxoisoindolin-2-yl)pentylamino]pentyl]-2-ethyl-benzamide FC1=C(C=CC(=C1F)OC)C1=CN=C2N1C=CN=C2NC2=CC(=C(C(=O)NCCCCCNCCCCCN1C(C3=CC=CC=C3C1=O)=O)C=C2)CC